CN(C(C(CO)(C)NC(=O)C1=C(OC2=C1C=C(C=C2)[C@H]2[C@@H](C2)C2=CC=CC=C2)C)=O)C N-(1-(dimethylamino)-3-hydroxy-2-methyl-1-oxopropan-2-yl)-2-methyl-5-(trans-2-phenylcyclopropyl)benzofuran-3-carboxamide